[1,2,4]triazolo[4,3-a][1,4]diazepine-6-acetate N1=NCN2C1=CN=CC(=C2)CC(=O)[O-]